C(C)(=O)NCCCC[C@@H](C(=O)O)N (S)-6-acetamido-2-aminocaproic acid